N-(N-benzyloxycarbonyl-glycyl)-L-proline C(C1=CC=CC=C1)OC(=O)NCC(=O)N1[C@@H](CCC1)C(=O)O